N(=C=O)CC1CC(CC(C1)CN=C=O)CN=C=O 1,3,5-Tris(isocyanatomethyl)-cyclohexan